perfluoro(butylcyclohexane) FC1(C(C(C(C(C1(F)F)(F)F)(F)F)(F)F)(F)F)C(C(C(C(F)(F)F)(F)F)(F)F)(F)F